C1C(C)S1 Propylen-Sulfid